4-[2-[4-[1,1-bis(4-hydroxyphenyl)ethyl]phenyl]propan-2-yl]phenol OC1=CC=C(C=C1)C(C)(C1=CC=C(C=C1)O)C1=CC=C(C=C1)C(C)(C)C1=CC=C(C=C1)O